γ-trimethoxysilylpropyldimethylthiocarbamoyltetrasulfide CO[Si](CCCCN(C(=S)SSSSC(N(C)CCCC[Si](OC)(OC)OC)=S)C)(OC)OC